5-(4-aminophenoxy)-1,3-benzenedisulfonic acid NC1=CC=C(OC=2C=C(C=C(C2)S(=O)(=O)O)S(=O)(=O)O)C=C1